4-[[(3S,4R)-3-fluoro-1-methyl-4-piperidyl]amino]-N'-hydroxy-1-(2,2,2-trifluoroethyl)indole-2-carboxamidine F[C@H]1CN(CC[C@H]1NC1=C2C=C(N(C2=CC=C1)CC(F)(F)F)C(=NO)N)C